Ethyl 6-(ethylaminometh-yl)-2-(2-fluorophenyl)-6,7-dihydro-5H-pyrazolo[5,1-b][1,3]oxazine-3-carboxylate C(C)NCC1CN2C(OC1)=C(C(=N2)C2=C(C=CC=C2)F)C(=O)OCC